(4-amino-7-fluoro-1-methyl-1H-pyrazolo[4,3-c]quinolin-8-yl)((3R,5S)-3-methyl-5-(5-(trifluoromethyl)-2-pyridinyl)-4-morpholinyl)methanone NC1=NC=2C=C(C(=CC2C2=C1C=NN2C)C(=O)N2[C@@H](COC[C@@H]2C2=NC=C(C=C2)C(F)(F)F)C)F